COC1=C(C=C(C(=O)O)C=C1)B1OC(C(O1)(C)C)(C)C 4-methoxy-3-(4,4,5,5-tetramethyl-1,3,2-dioxaborolan-2-yl)benzoic acid